CC(C(=O)N)C di-methylacetamide